BrC=1C=C2C(=CC=NC2=CC1)C(=O)N1[C@@H](CCC1)CN1C(C2=CC=CC=C2C1=O)=O (S)-2-((1-(6-bromoquinoline-4-carbonyl)pyrrolidin-2-yl)-methyl)-isoindoline-1,3-dione